3-(6-chloro-7-(methylsulfonyl)-1-oxoisoindolin-2-yl)piperidine-2,6-dione ClC1=CC=C2CN(C(C2=C1S(=O)(=O)C)=O)C1C(NC(CC1)=O)=O